1-(4-(5-(7-Ethoxyquinazolin-5-yl)pyridin-2-yl)piperazin-1-yl)-2-(5-fluoropyridin-2-yl)ethan-1-one C(C)OC1=CC(=C2C=NC=NC2=C1)C=1C=CC(=NC1)N1CCN(CC1)C(CC1=NC=C(C=C1)F)=O